C(=O)(O)CN1CCN(CCN(CC(N(CC1)CC(=O)[O-])CC1=CC=C(C=C1)OCC)CC(=O)[O-])CC(=O)[O-].[Gd+3] gadolinium 2,2',2''-[10-(carboxymethyl)-2-(4-ethoxybenzyl)-1,4,7,10-tetraazacyclododecane-1,4,7-triyl]triacetate